ClC=1C=C2N(C(C=3N(C2=C(C1)F)C=CN3)=O)C=3C(=NC=CC3)C 7-Chloro-9-fluoro-5-(2-methylpyridin-3-yl)imidazo[1,2-a]Quinoxaline-4(5H)-on